ClC=1C=C2C(=NC1OC)C(=C(N2)C2=NC(=NN2)OC)C=2C=NNC2 6-chloro-5-methoxy-2-(3-methoxy-1H-1,2,4-triazol-5-yl)-3-(1H-pyrazol-4-yl)-1H-pyrrolo[3,2-b]pyridine